C(C)(C)O[Fe](OC(C)C)OC(C)C tri-iso-propoxyiron